methyl-4-amino-1-[(2R)-6-amino-2-[[(2R)-2-[[(2R)-2-[[(2R)-2-amino-3-phenyl-propanoyl]amino]-3-phenyl-propanoyl]amino]pent-4-enoyl]amino]hexanoyl]piperidine-4-carboxylic acid CC1N(CCC(C1)(C(=O)O)N)C([C@@H](CCCCN)NC([C@@H](CC=C)NC([C@@H](CC1=CC=CC=C1)NC([C@@H](CC1=CC=CC=C1)N)=O)=O)=O)=O